N-(3-((4-aminobutyl)amino)propyl)acrylamide NCCCCNCCCNC(C=C)=O